4-hydroxy-3,5-di-t-butylphenyl-propionic acid OC1=C(C=C(C=C1C(C)(C)C)C(C(=O)O)C)C(C)(C)C